C(C)(C)(C)C=1C(C(=CC(C1)=CC1=CC=C(C=C1)C)C(C)(C)C)=O 2,6-di-tert-butyl-4-(4-methylbenzylidene)-2,5-cyclohexadien-1-one